1,2,3,4,5-pentafluoro-6-(2-nitrovinyl)benzene FC1=C(C(=C(C(=C1C=C[N+](=O)[O-])F)F)F)F